6-(1-methyl-2-oxo-1,2-dihydropyridin-4-yl)imidazo[1,2-b]pyridazine-2-carboxamide CN1C(C=C(C=C1)C=1C=CC=2N(N1)C=C(N2)C(=O)N)=O